(3R,4S,5S,6R)-3-fluoro-6-(hydroxymethyl)tetrahydro-2H-pyran-2,4,5-triol F[C@H]1C(O[C@@H]([C@H]([C@@H]1O)O)CO)O